C(C)OC(=O)C=1C(=NOC1C)C1=CC=C(C=C1)Br 3-(4-bromophenyl)-5-methylisoxazole-4-carboxylic acid ethyl ester